ClC(CCCCCN=C=O)(Cl)N=C=O dichlorohexa-methylene diisocyanate